(2R,4R)-4-aminopyrrolidine-1,2-dicarboxylic acid 1-tert-butyl ester 2-methyl ester COC(=O)[C@@H]1N(C[C@@H](C1)N)C(=O)OC(C)(C)C